C(C)(=O)N1CCC(CC1)C1=NC=2C(=NC=CC2C2=NN(C=C2)C(=O)NCC(F)(F)F)N1 (2-(1-acetylpiperidin-4-yl)-3H-imidazo[4,5-b]pyridin-7-yl)-N-(2,2,2-trifluoroethyl)-1H-pyrazole-1-carboxamide